BrC1=CC=C(C=C1)C1=NC=CN=C1 2-(4-bromophenyl)pyrazine